C(C1=CC=CC=C1)N1CC(C1)NS(=O)(=O)C=1C=NC(=CC1)N1CCOCC1 N-(1-Benzylazetidin-3-yl)-6-morpholinopyridine-3-sulfonamide